O=C1OC2=CC=CC=C2C=C1C(=O)OCCCSC1=CC(=NC2=CC=CC=C12)C1=CC=C(C=C1)F 3-((2-(4-fluorophenyl)quinolin-4-yl)thio)propyl 2-oxo-2H-chromene-3-carboxylate